phenyl-(2,4,6-trimethoxyphenyl)-iodonium p-toluenesulfonate CC1=CC=C(C=C1)S(=O)(=O)[O-].C1(=CC=CC=C1)[I+]C1=C(C=C(C=C1OC)OC)OC